6-(5-cyanopyrazin-2-ylamino)-N-methyl-4-(morpholin-2-ylmethylamino)pyridazine-3-carboxamide C(#N)C=1N=CC(=NC1)NC1=CC(=C(N=N1)C(=O)NC)NCC1CNCCO1